O1CCN(CC1)CCNC(CC=1SC(=CC1)C1=CC=C(C=C1)C(F)(F)F)=O N-(2-morpholinoethyl)-2-(5-(4-(trifluoromethyl)phenyl)thiophen-2-yl)acetamide